CN([C@@H]1CN(CC1)CC(=O)N1[C@@H](CCC1)C#N)C=1C=NC2=CC=CC=C2C1 (2S)-1-[2-[(3S)-3-[methyl(3-quinolyl)amino]pyrrolidin-1-yl]acetyl]pyrrolidine-2-carbonitrile